O=C(CCCC(=O)N)N1CCC(CC1)N1N=CC(=C1)C1=NC2=CC=CC=C2N=C1 5-oxo-5-(4-(4-(quinoxalin-2-yl)-1H-pyrazol-1-yl)piperidin-1-yl)pentanamide